C[C@H]\\1C/C=C/[C@H]2C=C([C@H]([C@@H]3[C@@]2(C(=O)/C=C\\[C@@H]([C@@H](/C(=C1)/C)O)O)C(=O)N[C@H]3CC4=CNC5=CC=CC=C54)C)C The molecule is a cytochalasan alkaloid found in Chaetomium globosum. It has a role as a Chaetomium metabolite and an antineoplastic agent. It is a cytochalasan alkaloid, a member of indoles and a macrocycle.